N[C@@]1(C([C@@H](CC1)NC=1C=2N(N=CC1C(=NC1=C(C=C(C=C1)O)CC)N)C=C(C2)C=2C=NC(=CC2)OC)(C)C)C 4-[[(1R,3S)-3-amino-2,2,3-trimethyl-cyclopentyl]amino]-N'-(2-ethyl-4-hydroxy-phenyl)-6-(6-methoxy-3-pyridyl)pyrrolo[1,2-b]pyridazine-3-carboxamidine